O(C1=CC=CC=C1)C1OOC1 phenoxyl-dioxetane